5-Norbornen-2,3-dicarboxylic acid anhydride C12C3C(C(C=C1)C2)C(=O)OC3=O